N-(4-(chlorodifluoromethoxy)phenyl)-1-cyclopropyl-7-(1H-pyrazol-5-yl)indoline-5-carboxamide ClC(OC1=CC=C(C=C1)NC(=O)C=1C=C2CCN(C2=C(C1)C1=CC=NN1)C1CC1)(F)F